P(=O)(OCCCC)(OCCCC)[O-] Dibutyl phosphate